Rac-(4-amino-7-chloroimidazo[1,5-a]quinoxalin-8-yl)((5R,9S)-2-(trifluoromethyl)-5,7,8,9-tetrahydro-6H-5,9-methanopyrido[3,2-c]azepin-6-yl)methanone NC=1C=2N(C3=CC(=C(C=C3N1)Cl)C(=O)N1[C@H]3C4=C([C@@H](CC1)C3)N=C(C=C4)C(F)(F)F)C=NC2 |r|